[N+](=O)([O-])CC(C1=C(NC2=CC=CC=C12)C1=CC=CC=C1)C=1C=C(OCCOCCOCCOCCOCCOCCO)C=CC1 17-(3-(2-nitro-1-(2-phenyl-1H-indol-3-yl)ethyl)phenoxy)-3,6,9,12,15-pentaoxaheptadecan-1-ol